[N+](=O)([O-])C=1C=CC2=C(CCNC=3N2N=C(C3C(=O)N)C3=CC=C(C=C3)OC3=CC=CC=C3)C1 8-nitro-2-(4-phenoxyphenyl)-5,6-dihydro-4H-benzo[f]pyrazolo[1,5-a][1,3]diazepine-3-carboxamide